FC=1C(=NC=CC1)C(=O)NC1=CC2=CN(N=C2C=C1C(C)(C)O)C1CCC(CC1)C=O 3-Fluoro-N-[2-(4-formylcyclohexyl)-6-(1-hydroxy-1-methyl-ethyl)indazol-5-yl]pyridine-2-carboxamide